methyl 4-(4-(4,4,5,5-tetramethyl-1,3,2-dioxaborolan-2-yl)phenyl)pyrrolo[1,2-a]quinoxaline-7-carboxylate CC1(OB(OC1(C)C)C1=CC=C(C=C1)C=1C=2N(C3=CC=C(C=C3N1)C(=O)OC)C=CC2)C